1,3-bis(2,4-diaminophenoxy)benzene NC1=C(OC2=CC(=CC=C2)OC2=C(C=C(C=C2)N)N)C=CC(=C1)N